FC1=NC=C(C(=N1)F)C 2,4-difluoro-5-methylpyrimidine